C1(CC1)N1N=C(C(=C1)C1=NC=CC(=N1)NC=1N=CC2=C(C=CC(=C2C1)C(C)C)N1[C@@H]([C@H](C1)CS(=O)(=O)C)C)C N-(2-(1-cyclopropyl-3-methyl-1H-pyrazol-4-yl)pyrimidin-4-yl)-5-isopropyl-8-((2R,3S)-2-methyl-3-((methylsulfonyl)methyl)azetidin-1-yl)isoquinolin-3-amine